C(C=C)(=O)N1CCN(CC1)C1=CC(=NC=2CN(CCC12)C1=CC=CC2=CC=CC(=C12)C)C(=O)NCC[C@@H]1N(CCC1)C |r| rac-4-(4-acryloylpiperazin-1-yl)-7-(8-methylnaphthalen-1-yl)-N-(2-(1-methylpyrrolidin-2-yl)ethyl)-5,6,7,8-tetrahydro-1,7-naphthyridine-2-carboxamide